ClC=1C(=C(C(=O)O)C=C(C1)[N+](=O)[O-])C=O 3-CHLORO-2-FORMYL-5-NITRO-BENZOIC ACID